NC1=C(C2=C(S1)C=CC(=C2C=2C1=C(C=3C(=NC(=NC3C2Cl)N2CC(C2)N(C)C)NCC=2N=NC=CC2)COC1)F)C#N 2-Amino-4-(5-chloro-3-(3-(dimethylamino)azetidin-1-yl)-1-((pyridazin-3-ylmethyl)amino)-7,9-dihydrofuro[3,4-f]quinazolin-6-yl)-5-fluorobenzo[b]thiophene-3-carbonitrile